2-Fluoro-4-(1,1,2,2,2-pentafluoroethyl)benzaldehyde 1,1-Bis(acetyloxy)-3-oxo-3H-1lambda5,2-benziodaoxol-1-yl-acetate C(C)(=O)OI1(OC(C2=C1C=CC=C2)=O)(OC(C)=O)CC(=O)O.FC2=C(C=O)C=CC(=C2)C(C(F)(F)F)(F)F